C(C)(C)(C)C=1C=C(C=C(C1O)C(C)(C)C)CCC1=NC(=NC(=N1)CCC1=CC(=C(C(=C1)C(C)(C)C)O)C(C)(C)C)CCC1=CC(=C(C(=C1)C(C)(C)C)O)C(C)(C)C 2,4,6-Tris-(3,5-di-tert-butyl-4-hydroxy-phenylethyl)-1,3,5-triazine